N1(N=NC=C1)CC(=O)O 1H-1,2,3-triazol-1-acetic acid